COC(COC=1C=C2CN(CC2=CC1)C1=NC=CC(=N1)C1=NC=CC(=N1)\C=C\C1=CC=NC=C1)=O (E)-Methyl-2-((2-(4-(2-(pyridin-4-yl)vinyl)-[2,4'-bipyrimidin]-2'-yl)isoindolin-5-yl)oxy)acetate